C1(=CC=C(C=C1)NC1=CC=C(C=C1)C=1C=C(C2=CC=CC=C2C1)C1=CC=CC=C1)C1=CC=CC=C1 N-([1,1']biphenyl-4-yl)-N-{4-(1-phenyl-naphthalen-3-yl)phenyl}-amine